2-hexyldecyl 7-((2-hydroxyethyl)amino)heptanoate OCCNCCCCCCC(=O)OCC(CCCCCCCC)CCCCCC